N-palmitoyl-S-[2,3-bis(palmitoyloxy)-(2RS)-propyl]-[R]-cysteine C(CCCCCCCCCCCCCCC)(=O)N[C@@H](CSC[C@@H](COC(CCCCCCCCCCCCCCC)=O)OC(CCCCCCCCCCCCCCC)=O)C(=O)O |&1:22|